N-benzyl-1-phenyl-methanamine C(C1=CC=CC=C1)NCC1=CC=CC=C1